[I-].[NH4+].[NH4+].[I-] bis-ammonium iodide